4-((3-methoxy-4-phenoxyphenyl)amino)-7-fluoro-1H-indole-2-carboxylic acid COC=1C=C(C=CC1OC1=CC=CC=C1)NC1=C2C=C(NC2=C(C=C1)F)C(=O)O